CC1=[N+](C=CC(=C1)C)[O-] 2,4-dimethylpyridine N-oxide